2-(5-(3-(oxazol-2-yl)benzamido)-6-oxo-2-phenylpyrimidin-1(6H)-yl)acetic acid O1C(=NC=C1)C=1C=C(C(=O)NC2=CN=C(N(C2=O)CC(=O)O)C2=CC=CC=C2)C=CC1